((2S,4S)-1-(4-phenylcyclohexa-1,5-dienyl)-4-(5-(trifluoromethyl)pyridin-2-yloxy)pyrrolidin-2-yl)methanol C1(=CC=CC=C1)C1CC=C(C=C1)N1[C@@H](C[C@@H](C1)OC1=NC=C(C=C1)C(F)(F)F)CO